N-[9-[(2R,6S)-6-[[bis(4-methoxyphenyl)-phenyl-methoxy]methyl]-6-(triisopropylsilyloxymethyl)-1,4-dioxan-2-yl]-6-oxo-1H-purin-2-yl]-2-methyl-propanamide COC1=CC=C(C=C1)C(OC[C@@]1(COC[C@@H](O1)N1C=2N=C(NC(C2N=C1)=O)NC(C(C)C)=O)CO[Si](C(C)C)(C(C)C)C(C)C)(C1=CC=CC=C1)C1=CC=C(C=C1)OC